7-[1-(3,5-dimethyl-1,2-oxazol-4-yl)ethyl]-3-{2-[(6,6-dimethylpiperidin-3-yl)amino]-5-(trifluoromethyl)pyrimidin-4-yl}-1H,4H,5H,6H,7H,8H-pyrrolo[2,3-c]azepin-8-one CC1=NOC(=C1C(C)N1C(C2=C(CCC1)C(=CN2)C2=NC(=NC=C2C(F)(F)F)NC2CNC(CC2)(C)C)=O)C